C(C=C)C(=CC=CCCC)CC=C diallyl-heptadiene